ClC=1C(=NC=C(C1)NC(=O)C=1C=NN(C1C(F)(F)F)C1=C2C=CN=C(C2=CC=C1)OC)C1=NN(C(=C1)NC(OC(C)(C)C)=O)C tert-butyl (3-(3-chloro-5-(1-(1-methoxyisoquinolin-5-yl)-5-(trifluoromethyl)-1H-pyrazole-4-carboxamido)pyridin-2-yl)-1-methyl-1H-pyrazol-5-yl)carbamate